OC(C)(C)C=1C=CC(=C(C1)C=1C2=C(C(N(C1)C)=O)N(C=C2)S(=O)(=O)C2=CC=C(C=C2)C)OC2C1CC(C(C2)C1)OC1CCNCC1 4-[5-(1-hydroxy-1-methyl-ethyl)-2-[5-(4-piperidyloxy)norbornan-2-yl]oxy-phenyl]-6-methyl-1-(p-tolylsulfonyl)pyrrolo[2,3-c]pyridin-7-one